C(#N)C=1C=C(C=CC1)S(=O)(=O)NC1=NOC(=C1)C1=CC=CC=C1 3-cyano-N-(5-phenylisoxazol-3-yl)benzenesulfonamide